methyl 2-bromo-5-methyl-benzoate BrC1=C(C(=O)OC)C=C(C=C1)C